3-(2-chlorovinyl)-5-(7-(2,4-dimethoxybenzyl)-8-methyl-5,6,7,8-tetrahydro-[1,2,4]triazolo[4,3-a]pyrazin-3-yl)-1,2,4-thiadiazole ClC=CC1=NSC(=N1)C1=NN=C2N1CCN(C2C)CC2=C(C=C(C=C2)OC)OC